(2R,3R,4R,5S,6S)-5-acetamido-2-(acetoxymethyl)-6-allyltetrahydro-2H-pyran-3,4-diyl diacetate C(C)(=O)O[C@H]1[C@H](O[C@H]([C@@H]([C@H]1OC(C)=O)NC(C)=O)CC=C)COC(C)=O